N-(1-Cyanocyclopropyl)-9-(5-(difluoromethyl)-1,3,4-thiadiazol-2-yl)-4-((3S,4R)-4-(ethylamino)-3-fluoropiperidin-1-yl)-9H-pyrimido[4,5-b]indole-7-sulfonamide C(#N)C1(CC1)NS(=O)(=O)C1=CC=C2C3=C(N(C2=C1)C=1SC(=NN1)C(F)F)N=CN=C3N3C[C@@H]([C@@H](CC3)NCC)F